C[C@H](CCCC(C)(C)O)[C@H]1CC[C@@]2([C@@]1(CC[C@]34[C@H]2[C@H](C[C@@H]5[C@]3(C4)CC[C@@H]([C@@]5(C)C(=O)O)O)OC(=O)C)C)C The molecule is a pentacyclic triterpenoid that is 9beta,19-cyclolanostan-28-oic acid substituted by an acetyloxy group at position 7 and hydroxy groups at positions 3 and 25. It has been isolated from the leaves of Combretum quadrangulare. It has a role as a plant metabolite. It is a hydroxy monocarboxylic acid, an acetate ester and a pentacyclic triterpenoid. It derives from a hydride of a cycloartane.